N1C(=CC2=CC=CC=C12)C(=O)N1CC2=C(CC1)ON=C2C(=O)N(C)C2(CC2)COC 5-(1H-indole-2-carbonyl)-N-[1-(methoxymethyl)cyclopropyl]-N-methyl-4H,5H,6H,7H-[1,2]oxazolo[4,5-c]pyridine-3-carboxamide